COC1=C(CN(C=2OC3=C(C=NC=C3C3(CC(OCC3)C(=O)[O-])O)N2)CC2=C(C=C(C=C2)OC)OC)C=CC(=C1)OC.[Li+] lithium 4-(2-(bis(2,4-dimethoxybenzyl)amino)oxazolo[4,5-c]pyridin-7-yl)-4-hydroxytetrahydro-2H-pyran-2-carboxylate